ClC1=C(N(N=C1C(F)(F)F)C1=CC(=CC=C1)C(N(C=1C=CC=2N(C1)N=C(N2)C)C)=O)COC2=CC=C(C(=O)O)C=C2 4-[[4-chloro-2-[3-[methyl-(2-methyl-[1,2,4]triazolo[1,5-a]pyridin-6-yl)carbamoyl]phenyl]-5-(trifluoromethyl)pyrazol-3-yl]methoxy]benzoic acid